2-phenyl-9h-carbazole C1(=CC=CC=C1)C1=CC=2NC3=CC=CC=C3C2C=C1